CNC(C1=NC(=C(C=C1)N1CC2CCC(C1)N2CC2=CC=1NC(N(C(C1S2)=O)C)=O)C)=O N,6-dimethyl-5-(8-((3-methyl-2,4-dioxo-1,2,3,4-tetrahydrothieno[3,2-d]pyrimidin-6-yl)methyl)-3,8-diazabicyclo[3.2.1]octan-3-yl)picolinamide